1-(4-fluoro-2-methylphenyl)-3-(pyridazin-4-yl)-6-(trifluoromethyl)-2,3-dihydro-quinazolin-4(1H)-one FC1=CC(=C(C=C1)N1CN(C(C2=CC(=CC=C12)C(F)(F)F)=O)C1=CN=NC=C1)C